CN1N=CC(=C1)C1=NC=CC(=C1)OC=1C=CC2=C(C(N(CCO2)C2=CC=CC=C2)=O)C1 7-{[2-(1-methylpyrazol-4-yl)-4-pyridyl]oxy}-4-phenyl-2,3-dihydro-1,4-benzoxazepin-5-one